(4-((2-(ethylcarbamoyl)pyridin-4-yl)oxy)-3-fluorophenyl)-1-(4-fluorophenyl)-4-oxo-1,4-dihydroquinoline-3-carboxamide C(C)NC(=O)C1=NC=CC(=C1)OC1=C(C=C(C=C1)C=1N(C2=CC=CC=C2C(C1C(=O)N)=O)C1=CC=C(C=C1)F)F